BrC=1N=C(N2C1C(=CC(=C2)S(=O)(=O)N(COCC[Si](C)(C)C)C2(COC2)C)Cl)C=2SC(=NN2)C(F)(F)F 1-Bromo-8-chloro-N-(3-methyloxetan-3-yl)-3-(5-(trifluoromethyl)-1,3,4-thiadiazol-2-yl)-N-((2-(trimethylsilyl)ethoxy)methyl)imidazo[1,5-a]pyridine-6-sulfonamide